1-(4-methylquinazolin-2-yl)-3-(2-(pyrrolidin-1-yl)ethyl)guanidine CC1=NC(=NC2=CC=CC=C12)NC(=N)NCCN1CCCC1